2-Methyl-4-(perfluoroethyl)-5-phenyl-5H-indeno[1,2-b]pyridine CC1=CC(=C2C(=N1)C1=CC=CC=C1C2C2=CC=CC=C2)C(C(F)(F)F)(F)F